C1OCC12CNCCC2 2-oxa-6-azaspiro[3.5]nonan